C[C@@H](CCC=1N=CN(C1C(=O)OC(C)(C)C)C)CC=C(C)C tert-butyl (S)-4-(3,6-dimethylhept-5-en-1-yl)-1-methyl-1H-imidazole-5-carboxylate